1,3-bis(4-glycidyloxyphenyl)adamantane C(C1CO1)OC1=CC=C(C=C1)C12CC3(CC(CC(C1)C3)C2)C2=CC=C(C=C2)OCC2CO2